SC1=NN=C(S1)SSC=1SC(=NN1)S di(5-mercapto-1,3,4-thiadiazol-2-yl) disulfide